N1(CCCCC1)C1CCN(CC1)C(=O)[O-] 4-piperidin-1-ylpiperidine-1-carboxylate